(3-chloro-2-(methylthio)phenyl)boric acid ClC=1C(=C(C=CC1)OB(O)O)SC